ClC=1C=C(C=C(C1OC1=CC(=C(C=C1)O)S(=O)(=O)N1CCN(CC1)C(=O)C1CC1)Cl)N1N=C(C(NC1=O)=O)C(F)F 2-(3,5-dichloro-4-(3-((4-(cyclopropanecarbonyl)piperazin-1-yl)sulfonyl)-4-hydroxyphenoxy)phenyl)-6-(difluoromethyl)-1,2,4-triazine-3,5(2H,4H)-dione